ClC1=C(C(=C(C=C1)B1OC(C(O1)(C)C)(C)C)C)C 2-(4-chloro-2,3-dimethylphenyl)-4,4,5,5-tetramethyl-1,3,2-dioxaborolane